methanonaphthalin C=12C(=CC=C3C=CC=CC13)C2